2-(2,2-diphenylethyl)-4-methylcyclohexane-1-one C1(=CC=CC=C1)C(CC1C(CCC(C1)C)=O)C1=CC=CC=C1